OC1(CCN(CC1)C(=O)C1=CN=C(S1)C1=C(C(=C(C(=C1)F)F)OC)F)COC (4-Hydroxy-4-(methoxymethyl)piperidin-1-yl)(2-(2,4,5-trifluoro-3-methoxyphenyl)thiazol-5-yl)methanone